S1C(=NC2=C1C=CC=C2)SCCCOC2=CC=C(C=C2)[C@H](CN(C(C)=O)C)O (R)-N-(2-(4-(3-(Benzo[d]thiazol-2-ylthio)propoxy)phenyl)-2-hydroxyethyl)-N-methylacetamide